(R)-N-((1-(difluoromethyl)-7-(1,2-dihydroxyethyl)-4-(4-(trifluoromethoxy)phenyl)-1H-benzo[d]imidazol-6-yl)methyl)acrylamide FC(N1C=NC2=C1C(=C(C=C2C2=CC=C(C=C2)OC(F)(F)F)CNC(C=C)=O)[C@H](CO)O)F